N[C@H](C[C@H](C)O)C (2S,4S)-4-aminopentan-2-ol